2-((3-(dimethoxymethyl)phenyl)amino)-4-(trifluoromethyl)benzoic acid COC(C=1C=C(C=CC1)NC1=C(C(=O)O)C=CC(=C1)C(F)(F)F)OC